(1-(2-(N-(4,5-dimethylisoxazol-3-yl)-N-(methoxymethyl)sulfamoyl)phenyl)-1H-indol-3-yl)methyl methanesulfonate CS(=O)(=O)OCC1=CN(C2=CC=CC=C12)C1=C(C=CC=C1)S(N(COC)C1=NOC(=C1C)C)(=O)=O